NC=1C(=C(C=C2C=C(N=CC12)NC(O[C@H]1CNCCC1)=O)C1=C(C2=C(OCCN2)N=C1)C)F (R)-Piperidin-3-yl (8-amino-7-fluoro-6-(8-methyl-2,3-dihydro-1H-pyrido[2,3-b][1,4]oxazin-7-yl)isoquinolin-3-yl)carbamate